4-(6-Azaspiro[2.5]octan-6-yl)imidazo[1,5-a]quinoxaline-7-carboxylic acid C1CC12CCN(CC2)C=2C=1N(C3=CC=C(C=C3N2)C(=O)O)C=NC1